CC1=C(OC2=C(C=C(C=C2C1=O)C)[C@@H](C)OC=1C(=NC(=CC1)C)S(=O)(=O)N)C1=CC=CC=C1 3-[(1R)-1-(3,6-Dimethyl-4-oxo-2-phenyl-chromen-8-yl)ethoxy]-6-methyl-pyridine-2-sulfonamide